O=C1N(C(C2=CC=CC=C12)=O)CC1CN(CC(C1(F)F)CC)C(=O)OCC1=CC=CC=C1 benzyl 3-((1,3-dioxoisoindolin-2-yl) methyl)-5-ethyl-4,4-difluoropiperidine-1-carboxylate